C(#N)C1=CN=C2N1N=C(C=C2NC2=CC=C(C=N2)C(=O)NCC2CC2)NCC2CC2 6-({3-Cyano-6-[(cyclopropylmethyl)amino]imidazo[1,2-b]pyridazin-8-yl}amino)-N-(cyclopropylmethyl)pyridin-3-carboxamid